O1COC2=C1C=CC(=C2)CNC(=O)C=2C1=CC=CC=C1C=C1C=CC=CC21 N-(benzo[d][1,3]dioxol-5-ylmethyl)anthracene-9-carboxamide